(S)-2-(2-((4-((2-(2-cyano-4,4-difluoropyrrolidin-1-yl)-2-oxoethyl)carbamoyl)quinolin-6-yl)oxy)ethoxy)-N-(fluoromethyl)-N,N-dimethylethan-1-aminium 4-methylbenzenesulfonate CC1=CC=C(C=C1)S(=O)(=O)[O-].C(#N)[C@H]1N(CC(C1)(F)F)C(CNC(=O)C1=CC=NC2=CC=C(C=C12)OCCOCC[N+](C)(C)CF)=O